((2R,3S,5R)-5-(6-amino-2-fluoro-9H-purin-9-yl)-3-(butyryloxy)-2-ethynyltetrahydrofuran-2-yl)methyl decanoate C(CCCCCCCCC)(=O)OC[C@]1(O[C@H](C[C@@H]1OC(CCC)=O)N1C2=NC(=NC(=C2N=C1)N)F)C#C